C(#N)C1=C(N(C2=CC(=CC=C12)F)C1CCC1)NC(CC(C)(C)C)=O N-(3-cyano-1-cyclobutyl-6-fluoro-1H-indol-2-yl)-3,3-dimethylbutyramide